2-(2,4-dimethyl-1H-imidazol-1-yl)-5-nitropyridine CC=1N(C=C(N1)C)C1=NC=C(C=C1)[N+](=O)[O-]